OC1=CC=C(C=C1)C(C1=C(C=CC=C1)S(=O)(=O)O)C1=CC=C(C=C1)O 2-(bis[4-hydroxyphenyl]methyl)benzenesulfonic acid